ethyl 4-acrylamido-2-(4-(tert-butyl)phenyl)quinazoline-7-carboxylate C(C=C)(=O)NC1=NC(=NC2=CC(=CC=C12)C(=O)OCC)C1=CC=C(C=C1)C(C)(C)C